C(#N)C1=CC(=C(C=C1)C1C=C(NC2=C(C=NC(=C12)OCC)C)C)OC 4-(4-cyano-2-methoxyphenyl)-5-ethoxy-1,4-dihydro-2,8-dimethyl-1,6-naphthyridine